butyl N-tert-butoxycarbonyl-N-(5,5-dimethyl-6,7-dihydrocyclopenta[d]pyridazin-4-yl)carbamate C(C)(C)(C)OC(=O)N(C(OCCCC)=O)C=1C2=C(C=NN1)CCC2(C)C